OC(CN1C(C2=CC=CC=C2C1=O)=O)CN1CC2=CC=CC=C2CC1 2-[2-Hydroxy-3-(1,2,3,4-tetrahydroisoquinolin-2-yl)propyl]-2,3-dihydro-1H-isoindole-1,3-dione